ClC=1C(N(N=CC1CCCN1CC2(C1)CC(C2)OC=2C=CC=1N(C2Cl)C(=NC1)C)C1OCCCC1)=O 4-chloro-5-(3-(6-((5-chloro-3-methylimidazo[1,5-a]pyridin-6-yl)oxy)-2-azaspiro[3.3]heptan-2-yl)propyl)-2-(tetrahydro-2H-pyran-2-yl)pyridazin-3(2H)-one